CN1CCC(CC1)CN(C(CCCCCCCCC(=O)OCC(CCCCCC)CCCC)CCCCCCCCC(=O)OCC(CCCCCC)CCCC)S(=O)CCCCCCCC bis(2-butyloctyl) 10-[(1-methyl-4-piperidyl)methyl-octylsulfinyl amino]nonadecanedioate